C(N)(=O)C=1OCCN1 2-Carbamoyl-2-oxazoline